(S)-N-(1-(4,5-dichloro-1H-indole-2-carbonyl)pyrrolidin-3-yl)acetamide ClC1=C2C=C(NC2=CC=C1Cl)C(=O)N1C[C@H](CC1)NC(C)=O